bis-(1-methylpropyl)carbamic acid chloride CC(CC)N(C(=O)Cl)C(CC)C